C(C)N(CCOC1=CC=C(CCNC2=NC=3N(C(=N2)N)N=C(N3)C=3OC=CC3)C=C1)CC N5-(4-(2-(diethylamino)ethoxy)phenethyl)-2-(furan-2-yl)-[1,2,4]triazolo[1,5-a][1,3,5]triazine-5,7-diamine